FC1(C2CCC(CC12)NC(=O)NCC1=CC(=NC=C1)OC(F)F)F 1-(7,7-difluoro-3-bicyclo[4.1.0]heptanyl)-3-[[2-(difluoro-methoxy)pyridin-4-yl]methyl]urea